(s)-camphorsulfonic acid [C@]12(C(=O)CC(CC1)C2(C)C)CS(=O)(=O)O